6-Chloro-2-(cyclohexylmethyl)-1-oxo-4-phenyl-1,2-dihydroisoquinoline-3-carboxylic Acid ClC=1C=C2C(=C(N(C(C2=CC1)=O)CC1CCCCC1)C(=O)O)C1=CC=CC=C1